NC1=C(C(N(C2=CC=CC=C12)C)=O)C 4-amino-1,3-dimethylquinolin-2(1H)-one